C(CC)C1C2C=CC(C1)C2 5-(n-propyl)-bicyclo[2.2.1]Hept-2-ene